1-(1-methyl-6-(1-((1-(3-((4-((5-vinylpyrimidin-2-yl)amino)piperidin-1-yl)sulfonyl)-phenyl)piperidin-4-yl)methyl)piperidin-4-yl)-1H-indazol-3-yl)dihydropyrimidine-2,4(1H,3H)-dione CN1N=C(C2=CC=C(C=C12)C1CCN(CC1)CC1CCN(CC1)C1=CC(=CC=C1)S(=O)(=O)N1CCC(CC1)NC1=NC=C(C=N1)C=C)N1C(NC(CC1)=O)=O